(S)-quinuclidin-3-yl (6-fluoro-5-(4-isopropoxyphenyl)-2,2-dimethyl-2,3-dihydro-1H-inden-1-yl)carbamat FC1=C(C=C2CC(C(C2=C1)NC(O[C@@H]1CN2CCC1CC2)=O)(C)C)C2=CC=C(C=C2)OC(C)C